C1(CC1)C=1C=C(C=2N(C1)C=C(N2)CNC2=CC(=C1C=CC(=NC1=C2)[C@@H]2[C@H](C2)C2=NC=CC(=N2)C)OC)N2C(N(C(C2)=O)C)=O 1-(6-cyclopropyl-2-(((5-methoxy-2-((1S,2S)-2-(4-methylpyrimidin-2-yl)cyclopropyl)quinolin-7-yl)amino)methyl)imidazo[1,2-a]pyridin-8-yl)-3-methylimidazolidine-2,4-dione